(S)-2-amino-N-(4-(benzylthio)phenyl)-3-(pyridin-3-yl)propanamide, hydrochloride Cl.N[C@H](C(=O)NC1=CC=C(C=C1)SCC1=CC=CC=C1)CC=1C=NC=CC1